Tetrahydrofuran-3-methanol O1CC(CC1)CO